FC1CN(C1)CC1(CN(CCC1)C(=O)OC(C)(C)C)O tert-butyl 3-((3-fluoroazetidin-1-yl) methyl)-3-hydroxypiperidine-1-carboxylate